3-[5,7-Difluoro-2-(4-fluorophenyl)-1H-indol-3-yl]propionic acid FC=1C=C2C(=C(NC2=C(C1)F)C1=CC=C(C=C1)F)CCC(=O)O